C(C)(C)(C)OC(=O)N1[C@@H](C[C@@H](C1)NC(=O)OCC1C2=CC=CC=C2C=2C=CC=CC12)C(N[C@@H]1CCCC2=CC=CC=C12)=O (2S,4S)-4-(9H-fluoren-9-ylmethoxycarbonylamino)-2-[[(1R)-tetrahydronaphthalen-1-yl]carbamoyl]pyrrolidine-1-carboxylic acid tert-butyl ester